tert-butyl 4-[4-(1-benzyloxycarbonyl-3,6-dihydro-2H-pyridin-4-yl)phenyl]piperazine-1-carboxylate C(C1=CC=CC=C1)OC(=O)N1CCC(=CC1)C1=CC=C(C=C1)N1CCN(CC1)C(=O)OC(C)(C)C